Methylisopropylketon CC(=O)C(C)C